COC([C@H](CCN=C=O)NC(=O)OC(C)(C)C)=O.ClC1=CC=C(C=C1)[C@@H]1N(CC[C@H]1CC(C1=CC=CC=C1)=O)C1=CC=C(C=C1)OC (2R,3S)-2-(4-chlorophenyl)-1-(4-methoxyphenyl)-3-(2-oxo-2-phenylethyl)pyrrolidine methyl-(S)-2-((tert-butoxycarbonyl)amino)-4-isocyanatobutanoate